N-(N-((R)-1-benzylaziridine-2-carbonyl)-N-methylglycyl)-N-methyl-L-valine C(C1=CC=CC=C1)[N@]1C(C1)C(=O)N(CC(=O)N([C@@H](C(C)C)C(=O)O)C)C